C12(CCC(CC1)(CC2)C(=O)O)C(=O)O bicyclo[2.2.2]Octane-1,4-dicarboxylic acid